4-(aminophenyl)-5-(4-(benzyloxy)-2-fluorophenyl)-7-methyl-5H-pyrrolo[3,2-d]pyrimidin-4-ol NC1=C(C=CC=C1)C1(C2=C(N=CN1)C(=CN2C2=C(C=C(C=C2)OCC2=CC=CC=C2)F)C)O